ClC1=C(C(=O)NC(CO)COC)C=CC(=C1OCC1=CC=C(C=C1)OC)OCC1=CC=C(C=C1)OC 2-Chloro-N-(1-hydroxy-3-methoxypropan-2-yl)-3,4-bis((4-methoxybenzyl)oxy)benzamide